CSSCC1=CC=CO1 furfuryl methyl disulphide